5-(4-Methylphenyl)-1H-pyrazol-3-amine CC1=CC=C(C=C1)C1=CC(=NN1)N